1-(3,4-dimethylpyrimidino[4',5':4,5]thieno[2,3-c]pyridazin-8-yl)azetidin-3-one CC1=C(C2=C(N=N1)SC1=C2N=CN=C1N1CC(C1)=O)C